N-ethyl-5-fluoro-2-((5-(2-((3R)-6-((3-hydroxy-2-methoxypropyl)(methyl)amino)-2-methylhex-3-yl)-2,6-diazaspiro[3.4]oct-6-yl)-1,2,4-triazin-6-yl)oxy)-N-isopropylbenzamide C(C)N(C(C1=C(C=CC(=C1)F)OC1=C(N=CN=N1)N1CC2(CN(C2)[C@@H](C(C)C)CCCN(C)CC(CO)OC)CC1)=O)C(C)C